C(C)(C)(C)NS(=O)(=O)C1=CC(=CC=C1)C(=O)N1CC2(C3=CC(=CC=C13)NS(=O)(=O)C)CCCCC2 N-(tert-butyl)-3-(5'-(methylsulfonamido)spiro[cyclohexane-1,3'-indoline]-1'-carbonyl)benzenesulfonamide